2-amino-3-(4-methoxy-3-((4-(methylamino)-5-(trifluoromethyl)pyrimidin-2-yl)amino)phenyl)propionic acid NC(C(=O)O)CC1=CC(=C(C=C1)OC)NC1=NC=C(C(=N1)NC)C(F)(F)F